O=C1[C@@H](N2CCC1C2)COP(=O)(OC2=CC=CC=C2)N[C@@H](C)C(=O)OCC(CC)CC 2-ethylbutyl ((((2S)-3-oxo-1-azabicyclo[2.2.1]heptan-2-yl)methoxy)(phenoxy)phosphoryl)-L-alaninate